C(C1=CC=CC=C1)=C1OC2=C(C1=O)C=CC=C2 2-benzylidenebenzofuran-3(2H)-one